O=C1C=C(OC(=C1)C(=O)O)C(=O)O.OC1=C(C=CC=C1)C(\C=C\C=1SC=CC1)=O (E)-1-(2-hydroxyphenyl)-3-(thiophen-2-yl)prop-2-en-1-one 4-oxopyran-2,6-dicarboxylate